NC1=CC=CC(=N1)C1=NC(=NC(=N1)NC1=CC(=CC=C1)F)NC(C)C (6-aminopyridin-2-yl)-N2-(3-fluorophenyl)-N4-isopropyl-1,3,5-triazine-2,4-diamine